FC1(CC(C1)C1=NNC(=N1)C1CC2(CN(C2)C(=O)N2CC(C2)C23CC(C2)(C3)C3=CC(=NN3)C)C1)F [6-[3-(3,3-difluorocyclobutyl)-1H-1,2,4-triazol-5-yl]-2-azaspiro[3.3]heptan-2-yl]-[3-[3-(3-methyl-1H-pyrazol-5-yl)-1-bicyclo[1.1.1]pentanyl]azetidin-1-yl]methanone